2-(1-((2-(3,5-dichloro-phenyl)-6-(methyl(2-(4-methylpiperazin-1-yl)pyrimidin-5-yl)amino)pyridin-4-yl)methyl)piperidin-4-yl)acetic acid ClC=1C=C(C=C(C1)Cl)C1=NC(=CC(=C1)CN1CCC(CC1)CC(=O)O)N(C=1C=NC(=NC1)N1CCN(CC1)C)C